N-(2-(7-fluoro-5-methoxy-1H-indol-3-yl)ethyl)-N-methylprop-2-en-1-amine FC=1C=C(C=C2C(=CNC12)CCN(CC=C)C)OC